[F-].C(CCCCCC)[N+]1=CC=C(C=C1)CC 1-heptyl-4-ethylpyridinium fluoride